C(C)OC(=O)C=1C=CC2=C(C(=CC=C2C1)F)C#C[Si](C(C)C)(C(C)C)C(C)C 3-(ethoxycarbonyl)-7-fluoro-8-{[tri(prop-2-yl)silyl]ethynyl}naphthalene